2-hydroxybutyric anhydride OC(C(=O)OC(C(CC)O)=O)CC